1-(2-hydrazine-2-oxyethyl)pyridine chloride [Cl-].NNOCCN1CC=CC=C1